1-bromo-3-methyl-5-(methylsulfanyl)benzene BrC1=CC(=CC(=C1)SC)C